CN(C=1C=CC2=C(C1)[Si]1(CCCCC1)C1=C(C23OC(C2=CC=C(C=C23)C(=O)O)=O)C=CC(=C1)N(C)C)C 3',7'-bis(dimethylamino)-3-oxo-3H-dispiro[isobenzofuran-1,10'-dibenzo[b,e]siline-5',1''-silinane]-6-carboxylic acid